N[C@H]1C[C@@H](OC[C@H]1S(=O)(=O)C)C(=O)N1[C@H](C2=CC=CC=C2CC1)C1=CC=C(C=C1)F ((2R,4S,5S)-4-amino-5-(methylsulfonyl)tetrahydro-2H-pyran-2-yl)((S)-1-(4-fluorophenyl)-3,4-dihydroisoquinolin-2(1H)-yl)methanone